[(3S)-3-[4-[[1-(3-chloro-2-fluoro-phenyl)-2-methoxy-ethyl]amino]pyrido[3,2-d]pyrimidin-6-yl]oxypyrrolidin-1-yl]prop-2-en-1-one ClC=1C(=C(C=CC1)C(COC)NC=1C2=C(N=CN1)C=CC(=N2)O[C@@H]2CN(CC2)C(C=C)=O)F